N-(5-((2-(2-oxa-7-azaspiro[4.4]nonan-7-yl)pyrimidin-5-yl)oxy)thiazol-2-yl)-3-methoxycyclobutane-1-carboxamide C1OCCC12CN(CC2)C2=NC=C(C=N2)OC2=CN=C(S2)NC(=O)C2CC(C2)OC